C(C1CCC(CC1)N1C(=C(C(C=C1)=O)OCC1=CC=CC=C1)C)C1CCC(CC1)N1C(=C(C(C=C1)=O)OCC1=CC=CC=C1)C 1,1'-(Methylenebis(cyclohexane-4,1-diyl))bis(3-(benzyloxy)-2-methylpyridin-4(1H)-one)